N1N=CC(=C1)S(=O)(=O)N1CCC(CC1)NC1=NN(C(=C1)[C@@H]1C[C@@H](CC1)O)C(C)(C)C (1R,3S)-3-(3-((1-((1H-pyrazol-4-yl)sulfonyl)piperidin-4-yl)amino)-1-(tert-butyl)-1H-pyrazol-5-yl)cyclopentan-1-ol